C(C)(C)C1=C(C(=NO1)C)B1OC(C(O1)(C)C)(C)C 5-isopropyl-3-methyl-4-(4,4,5,5-tetramethyl-1,3,2-dioxaborolane-2-yl)isoxazole